(Z)-N'-(3,4-dimethylphenyl)-5-methyl-N-(5-methyl-1,3,4-thiadiazol-2-yl)-2-(3,4,5-trifluorophenyl)-1,3,4-thiadiazole-3(2H)-carboximidamide CC=1C=C(C=CC1C)\N=C(\NC=1SC(=NN1)C)/N1C(SC(=N1)C)C1=CC(=C(C(=C1)F)F)F